bis[9-(3-hydroxypropyl)-9-fluorenyl]methane OCCCC1(C2=CC=CC=C2C=2C=CC=CC12)CC1(C2=CC=CC=C2C=2C=CC=CC12)CCCO